N-(6-bromo-2-methoxypyridin-3-yl)-1-methyl-4-(pyridine-2-yl)-1H-1,2,3-triazole-5-carboxamide BrC1=CC=C(C(=N1)OC)NC(=O)C1=C(N=NN1C)C1=NC=CC=C1